BrCC1=CC=2C(C=3N=C(N=CC3C2C=C1)C(F)(F)F)=O 7-(bromomethyl)-2-(trifluoromethyl)-9H-indeno[2,1-d]Pyrimidin-9-one